(4-(1-(2-hydroxyethyl)-3-phenyl-1H-pyrazol-4-yl)-7-methoxyquinazolin-6-yl)bicyclo[1.1.1]pentane-1-carboxamide OCCN1N=C(C(=C1)C1=NC=NC2=CC(=C(C=C12)C1C2(CC1C2)C(=O)N)OC)C2=CC=CC=C2